1,2-dilauroyl-sn-glycero-3-phosphoglycerol, sodium salt [Na].C(CCCCCCCCCCC)(=O)OC[C@@H](OC(CCCCCCCCCCC)=O)COP(=O)(O)OCC(O)CO